N,N'-(butane-1,4-diyl)bis(4-vinylbenzamide) C(CCCNC(C1=CC=C(C=C1)C=C)=O)NC(C1=CC=C(C=C1)C=C)=O